ClC=1C=C(C(=NC1)OC)S(=O)(=O)NC=1C(=C(C(=CC1)F)C1=CC=C2C(=NNC2=C1F)C(=O)NC1COCCC1)F 6-[3-(5-Chloro-2-methoxypyridine-3-sulfonamido)-2,6-difluorophenyl]-7-fluoro-N-(oxan-3-yl)-1H-indazole-3-carboxamide